1,6,7,12-tetrahydroxy-2,5,8,11-tetrabromoperylene OC1=C(C=C2C=C(C(=C3C4=C(C(=CC5=CC(=C(C(C1=C23)=C45)O)Br)Br)O)O)Br)Br